F[C@@H]1[C@@H](CN(C1)C(C1=C(C=CC=C1)F)=O)NC(=O)C=1C(=NC=CC1)OC[2H] N-[(3R,4S)-4-fluoro-1-(2-fluorobenzoyl)pyrrolidin-3-yl]-2-(deutero)methoxypyridine-3-carboxamide